propylene glycol monotolyl ether C1(=C(C=CC=C1)OCC(C)O)C